4-((4-Cyclopropyl-5-fluoro-2-(N-methylmethanesulfonamido)phenyl)amino)-N-ethoxy-6-((1-methyl-1H-pyrazole-3-yl)amino)nicotinamide C1(CC1)C1=CC(=C(C=C1F)NC1=CC(=NC=C1C(=O)NOCC)NC1=NN(C=C1)C)N(S(=O)(=O)C)C